(R)-2-amino-2-(2-chlorophenyl)cyclohexan-1-one N[C@@]1(C(CCCC1)=O)C1=C(C=CC=C1)Cl